4-(4-(trifluoromethyl)phenyl)butan-2-one FC(C1=CC=C(C=C1)CCC(C)=O)(F)F